[Cl-].[Cl-].C[Si](=[Zr+2](C1C(=CC2=C(C=C(C=C12)C)C1=CC=C(C=C1)C(C)(C)C)C)C1C(=CC2=C(C=C(C=C12)C)C1=CC=C(C=C1)C(C)(C)C)C(C)C)C Dimethylsilylene-(2-isopropyl-6-methyl-4-(p-tert-butyl-phenyl)indenyl)(2,6-dimethyl-4-(p-tert-butyl-phenyl)indenyl)zirconium dichloride